5,5'-(perfluoropropane-2,2-diyl)bis(2-aminophenol) FC(C(C(F)(F)F)(C=1C=CC(=C(C1)O)N)C=1C=CC(=C(C1)O)N)(F)F